ClC=1C(=C2C(=NC1C)ON=C2NC(=O)NC2=CC=C(C=C2)C(F)(F)F)C 1-(5-Chloro-4,6-dimethylisoxazolo[5,4-b]pyridin-3-yl)-3-(4-(trifluoromethyl)phenyl)urea